ethyl 3-bromo-6-{[(tert-butoxy)carbonyl](methyl)amino}pyridine-2-carboxylate BrC=1C(=NC(=CC1)N(C)C(=O)OC(C)(C)C)C(=O)OCC